C(C)(C)(C)OC(=O)N(C(OC(C)(C)C)=O)C1=NC(=C(C(=C1)C)CNC1=NC=NC(=C1)NCC=1N=C2N(C=C(C=C2)C2CC2)C1)C tert-butyl (tert-butoxycarbonyl)(5-(((6-(((6-cyclopropylimidazo[1,2-a]pyridin-2-yl)methyl)amino)pyrimidin-4-yl)amino)methyl)-4,6-dimethylpyridin-2-yl)carbamate